ClC=1C(=NC(=NC1)NC1CCOCC1)C1=CC=C2CN(C(C2=C1)=O)CC(=O)N[C@H]([C@H](C)O)C1CC1 2-(6-{5-chloro-2-[(oxan-4-yl)amino]pyrimidin-4-yl}-1-oxo-2,3-dihydro-1H-isoindol-2-yl)-N-[(1S,2S)-1-cyclopropyl-2-hydroxypropyl]acetamide